2-(3,5-dichloro-4-((5-fluoro-1-isopropyl-6-oxo-1,6-dihydropyridin-3-yl)oxy)phenyl)-3,5-dioxo-2,3,4,5-tetrahydro-1,2,4-triazine-6-carbonitrile ClC=1C=C(C=C(C1OC1=CN(C(C(=C1)F)=O)C(C)C)Cl)N1N=C(C(NC1=O)=O)C#N